C(C)(C)C=1SC(=C(N1)C)C1=NC(=NC=C1)NC1=NC=C(C=C1)N1CCNCC1 4-(2-isopropyl-4-methylthiazol-5-yl)-N-(5-(piperazin-1-yl)pyridin-2-yl)pyrimidin-2-amine